Cl.C1(CC1)C=1C=CC(=C(C1)[C@H](C)N)F (S)-1-(5-cyclopropyl-2-fluorophenyl)ethan-1-amine hydrochloride